3-butenyl-dimethylsilane C(CC=C)[SiH](C)C